C([O-])([O-])=O.[K+].[Li+] lithium potassium carbonate salt